(2S)-1,1,1-trifluorobutan-2-amine hydrochloride Cl.FC([C@H](CC)N)(F)F